C(CCCCCCC\C=C/CCCC)(=O)O myristoleoyl alcohol